[C@H]12CN(C[C@H](CC1)N2)C=2C1=C(N=C(N2)OC(C)C23CCC(CC2)(CC3)OC)C(=C(N=C1)C1=C(C=CC3=C(C(=CC=C13)F)C#C)O)F (4-((1r,5s)-3,8-diazabicyclo[3.2.1]oct-3-yl)-8-fluoro-2-(1-(4-methoxybicyclo[2.2.2]oct-1-yl)ethoxy)pyrido[4,3-d]pyrimidin-7-yl)-5-ethynyl-6-fluoronaphthalen-2-ol